C(CCC)C1=NN(C(=C1O)C(C)C)C(C)(C)C Butyl-1-tert-butyl-4-hydroxy-5-isopropyl-pyrazol